C(C1=CC=CC=C1)N(CCN)CC1=CC=CC=C1 N,N-dibenzylethylenediamine